ClC=1C=C(C(=NC1)OC)S(=O)(=O)NC=1C(=C(C(=CC1)F)C1=CC=C2C(=NNC2=C1F)C(=O)NC1CCC(CC1)=O)F 6-[3-(5-Chloro-2-methoxypyridine-3-sulfonamido)-2,6-difluorophenyl]-7-fluoro-N-(4-oxocyclohexyl)-1H-indazole-3-carboxamide